(2R)-2-[6-({2-[(3R,4S)-3-fluoro-4-methoxy-piperidin-1-yl]pyrimidin-4-yl}amino)-1-[(2R,3S)-3-(methanesulfonyl-methyl)-2-methylazetidin-1-yl]-2,7-naphthyridin-4-yl]propan-1-ol F[C@@H]1CN(CC[C@@H]1OC)C1=NC=CC(=N1)NC=1C=C2C(=CN=C(C2=CN1)N1[C@@H]([C@H](C1)CS(=O)(=O)C)C)[C@H](CO)C